5-[(E)-2-Phenylethenyl]-4-propan-2-ylbenzene-1,3-diol C1(=CC=CC=C1)/C=C/C=1C(=C(C=C(C1)O)O)C(C)C